C1(CC1)CN1[C@H]2[C@@]3(CC[C@H]([C@H]4[C@@]3(C=3C(=C(C=CC3C2)O)O4)CC1)NC(=O)C1=CNC4=CC=CC=C14)O 17-Cyclopropylmethyl-3,14β-dihydroxy-4,5α-epoxy-6β-(indole-3-carboxamido)morphinan